FC=1C=CC(=C2N=CC=NC12)NC(C1=CC=C(C=C1)N1CCN(CC1)C)=O N-(8-fluoroquinoxalin-5-yl)-4-(4-methylpiperazin-1-yl)benzamide